4-(bromomethyl)-2,6-difluoro-benzenesulfonyl chloride BrCC1=CC(=C(C(=C1)F)S(=O)(=O)Cl)F